[Na].[V].P(O)(O)(=O)F Fluorophosphoric acid vanadium sodium